N,N-dimethylchloromethyleneiminium chloride [Cl-].C[N+](=CCl)C